2-(2H-1,3-benzodioxol-5-yl)-N-{4-[2-(4-chloro-3-fluorophenoxy)acetamido]-2-hydroxybicyclo[2.2.2]octan-1-yl}acetamide O1COC2=C1C=CC(=C2)CC(=O)NC21C(CC(CC2)(CC1)NC(COC1=CC(=C(C=C1)Cl)F)=O)O